FC1=C(C=C(C=C1)C1=CC=CC=C1)[C@H](CC(=O)OCC)NC(=O)NC=1C(N(C=CC1O)C)=O ethyl (S)-3-(4-fluorobiphenyl-3-yl)-3-(3-(4-hydroxy-1-methyl-2-oxo-1,2-dihydro pyridin-3-yl)ureido)propanoate